ClC1=CC(=C(S1)C1=CC(=C(O[C@@H]2C[C@H](CCC2)C(=O)OC)C=C1)F)CO methyl (1S,3S)-3-(4-(5-chloro-3-(hydroxymethyl)thiophen-2-yl)-2-fluorophenoxy)cyclohexane-1-carboxylate